OC1=C(C=C(CC2=CC(=CC(=C2O)CC2=CC(=C(C(=C2)C)O)C)C)C=C1C)C 2,6-bis(4-hydroxy-3,5-dimethylbenzyl)-p-cresol